FC1=CC=C(C(=O)C=2N=C(SC2)[C@@H]2N(CCC2)C(=O)[C@@H]2N(CC3(CC3)C2)C([C@@H](C)NC)=O)C=C1 (R)-1-((R)-6-((R)-2-(4-(4-fluorobenzoyl)thiazol-2-yl)pyrrolidine-1-carbonyl)-5-azaspiro[2.4]heptan-5-yl)-2-(methylamino)propan-1-one